tert-butyl 3-[(tetramethyl-1,3,2-dioxaborolan-2-yl)methylene]azetidine-1-carboxylate CC1(C(OB(O1)C=C1CN(C1)C(=O)OC(C)(C)C)(C)C)C